O1COC2=C1C=CC(=C2)NC(C2=CC(=CC=C2)S(=O)(=O)N2CCC1=CC=CC=C21)=O N-(benzo[d][1,3]dioxol-5-yl)-3-(indolin-1-ylsulfonyl)benzamide